(S)-2-amino-N-(6-fluoro-3,4-dihydro-2H-pyrano[3,2-b]pyridin-4-yl)-3-methyl-N-((6-(trifluoromethyl)pyridazin-3-yl)methyl)quinoline-6-carboxamide NC1=NC2=CC=C(C=C2C=C1C)C(=O)N(CC=1N=NC(=CC1)C(F)(F)F)[C@H]1CCOC=2C1=NC(=CC2)F